NC=1C2=C(N=CN1)N(C(=C2C2=CC(=C(C(=O)NCC1CCC1)C=C2)F)C2=CC=C(C=C2)NC(C(=C)C)=O)C 4-(4-amino-6-(4-methacrylamido-phenyl)-7-methyl-7H-pyrrolo[2,3-d]pyrimidin-5-yl)-N-(cyclobutylmethyl)-2-fluorobenzamide